n-hexaneselon CC(CCCC)=[Se]